7-(2-((Dimethyl(oxo)-λ6-sulfanylidene)amino)ethoxy)-5-(6-(6-((6-methoxypyridin-3-yl)methyl)-3,6-diazabicyclo[3.1.1]heptan-3-yl)pyridin-3-yl)imidazo[1,2-a]pyridine-3-carbonitrile CS(=O)(C)=NCCOC1=CC=2N(C(=C1)C=1C=NC(=CC1)N1CC3N(C(C1)C3)CC=3C=NC(=CC3)OC)C(=CN2)C#N